(2-(dimethylamino)ethyl)-2-(4-fluorophenyl)-5-phenyloxazole-4-carboxamide CN(CCNC(=O)C=1N=C(OC1C1=CC=CC=C1)C1=CC=C(C=C1)F)C